C(=O)C1CN(CC1C1=CC=CC=C1)C(=O)[O-] 3-formyl-4-phenylpyrrolidine-1-carboxylate